phenyl-pyridine C1=CC=C(C=C1)C2=CC=NC=C2